N-(3-bromo-4-methoxyphenylethyl)-N-(methoxymethyl)-4-methylbenzenesulfonamide BrC=1C=C(C=CC1OC)CCN(S(=O)(=O)C1=CC=C(C=C1)C)COC